(2R,5S)-5-(4-Chlorobenzyl)-4-(4-(1,5-dimethyl-1H-pyrazol-3-yl)cyclohexyl)-2-(1-(2,2,2-trifluoroethyl)-1H-1,2,3-triazol-4-yl)morpholin ClC1=CC=C(C[C@H]2CO[C@H](CN2C2CCC(CC2)C2=NN(C(=C2)C)C)C=2N=NN(C2)CC(F)(F)F)C=C1